methyl 2-(2-{2-[3-(1-acetylpiperidin-4-yl)-4-(isoquinolin-3-yl)indazol-1-yl]acetamido}acetamido)acetate C(C)(=O)N1CCC(CC1)C1=NN(C2=CC=CC(=C12)C=1N=CC2=CC=CC=C2C1)CC(=O)NCC(=O)NCC(=O)OC